FC(CN1CC(N(CC1)C(=O)OCC1=CC=CC=C1)C1=CC(=C(C=C1)C(=O)OC)O)F Benzyl 4-(2,2-difluoroethyl)-2-[3-hydroxy-4-(methoxycarbonyl)phenyl]piperazine-1-carboxylate